C(CCCCCCCCCCCC)(=O)C(OP(OC[C@@H](CO)OO)(=O)[O-])C[N+](C)(C)C tridecanoyl-2-hydroxysn-glycero-3-phosphocholine